N-(5-(2-Fluoro-6-methoxyphenyl)-1H-pyrazolo[3,4-c]pyridin-3-yl)-4-morpholinobenzamide FC1=C(C(=CC=C1)OC)C=1C=C2C(=CN1)NN=C2NC(C2=CC=C(C=C2)N2CCOCC2)=O